C1(CC1)C1=NN(C=N1)C1CC2(CN(C2)C(=O)N2CC3(CN(C3)S(=O)(=O)C3=CC(=CC=C3)C(F)(F)F)C2)C1 [6-(3-cyclopropyl-1,2,4-triazol-1-yl)-2-azaspiro[3.3]heptan-2-yl]-[2-[3-(trifluoromethyl)phenyl]sulfonyl-2,6-diazaspiro[3.3]heptan-6-yl]methanone